[Tb+3].C1(=CC=CC=C1)C1=NC=CC=C1.C1(=CC=CC=C1)C1=NC=CC=C1 di[2-phenylpyridine] terbium (III)